CC1=C(C=CC=C1NC=1N=CC=C2C=CC=NC12)C1=C(C(=CC=C1)OCCCN1CCCC1)C 8-((2,2'-dimethyl-3'-(3-(pyrrolidin-1-yl)propoxy)-[1,1'-biphenyl]-3-yl)amino)-1,7-naphthyridine